CC1=CSC=2N=CN=C(C21)N2CCN(CC2)CC=2C=C1CN(C(C1=CC2)=O)N2C(NC(CC2)=O)=O 1-(5-((4-(5-methylthieno[2,3-d]pyrimidin-4-yl)piperazin-1-yl)methyl)-1-oxoisoindolin-2-yl)dihydropyrimidine-2,4(1H,3H)-dione